N-Ethyl-2-((4-((S)-3-(((((1r,4S)-4-(ethanesulfonamido)cyclohexyl)methyl)amino)methyl)-3-methylpyrrolidin-1-yl)pyrimidin-5-yl)oxy)-5-fluoro-N-isopropylbenzamide C(C)N(C(C1=C(C=CC(=C1)F)OC=1C(=NC=NC1)N1C[C@](CC1)(C)CNCC1CCC(CC1)NS(=O)(=O)CC)=O)C(C)C